((2S,4S)-4-aminotetrahydrofuran-2-yl)((S)-1-(4-fluorophenyl)-3,4-dihydroisoquinolin-2(1H)-yl)methanone N[C@H]1C[C@H](OC1)C(=O)N1[C@H](C2=CC=CC=C2CC1)C1=CC=C(C=C1)F